BrC=1C=C(C=C(C1OCC(C)(C)O)F)C=1C(CCNN1)C 6-[3-bromo-5-fluoro-4-(2-hydroxy-2-methylpropoxy)phenyl]-5-methyl-4,5-dihydro-2H-pyridazine